1-(3-buten-1-yloxy)-3-(3-butyn-1-yloxy)-2-propanol difluorophosphite P(F)(F)OC(COCCC=C)COCCC#C